C1=CC=C(C=2OC3=C(C21)C=CC=C3)B3OC(C(O3)(C)C)(C)C 2-(dibenzofuran-4-yl)-4,4,5,5-tetramethyl-1,3,2-dioxaborolane